NC1=CC=2N(C(N(CC2C=N1)C1=C(C=CC=C1C)F)=O)[C@@H]1CNCCCC1 7-amino-1-[(3S)-azepan-3-yl]-3-(2-fluoro-6-methyl-phenyl)-4H-pyrido[4,3-d]pyrimidin-2-one